CC(C)(C)NC(=O)OCC(CC)OC1=CC2=C(C[C@H](NC([C@@H](N2C)C(C)C)=O)CO[Si](C2=CC=CC=C2)(C2=CC=CC=C2)C(C)(C)C)C=C1 2-[(2S,5S)-5-{[tert-butylbis(phenyl)siloxy]methyl}-2-isopropyl-1-methyl-3-oxo-1,2,3,4,5,6-hexahydro-1,4-benzodiazocin-9-yloxy]butyl 2-methyl-2-propanecarbamate